2-{3-[(1R)-1-({6-bromo-2,7-dimethyl-7H-pyrazolo[3,4-h]quinazolin-4-yl}amino)ethyl]phenyl}-2,2-difluoroethan-1-ol BrC=1C=C2C(=NC(=NC2=C2C1N(N=C2)C)C)N[C@H](C)C=2C=C(C=CC2)C(CO)(F)F